(S)-N-[2-((R)-3-Fluoro-pyrrolidin-1-yl)-5-methyl-6-morpholin-4-yl-pyridin-3-yl]-2-phenylpropionamide F[C@H]1CN(CC1)C1=NC(=C(C=C1NC([C@@H](C)C1=CC=CC=C1)=O)C)N1CCOCC1